C(C1=CC=CC=C1)OC(=O)N1C[C@@H]([C@@H](CC1)O)NC(C1=CC=CC=C1)(C1=CC=CC=C1)C1=CC=CC=C1 (3S,4R)-4-hydroxy-3-(tritylamino)piperidine-1-carboxylic acid benzyl ester